CC1(C2=CC=C(C=C2NC=2C=CC(=CC12)C(=C)C)OC1=CC=CC=C1)C 9,9-dimethyl-6-phenoxy-2-(prop-1-en-2-yl)-9,10-dihydroacridine